C(C)S(=O)(=O)C=1C(=NC=C(C1)OC1=NC=CC=C1)C1=NC=2N(C=C1)N=C(C2)C(F)(F)F 5-(3-(ethylsulfonyl)-5-(pyridin-2-yloxy)pyridin-2-yl)-2-(trifluoromethyl)pyrazolo[1,5-a]pyrimidine